(R)-N-(2-Chloro-3'-(5-((3-fluoropyrrolidin-1-yl)methyl)-3-methoxypicolinamido)-2'-methyl-[1,1'-biphenyl]-3-yl)-1,5-dimethyl-4,5,6,7-tetrahydro-1H-imidazo[4,5-c]pyridine-2-carboxamide ClC1=C(C=CC=C1NC(=O)C=1N(C2=C(CN(CC2)C)N1)C)C1=C(C(=CC=C1)NC(C1=NC=C(C=C1OC)CN1C[C@@H](CC1)F)=O)C